NC1=C(C=C(C=C1)C1=CC=CC=C1)O 2-amino-5-phenylphenol